3-dimethylaminopropyl (9Z,12Z)-octacos-19,22-diene-11-yl carbonate C(OCCCN(C)C)(OC(CCCCCCCCCC)CCCCCCCC=CCC=CCCCCC)=O